FC1=C(C=C(C(=C1)C(F)(F)F)F)NS(=O)(=O)C1=CNC(=C1)C=1N=CSC1 N-[2,5-difluoro-4-(trifluoromethyl)phenyl]-5-thiazol-4-yl-1H-pyrrole-3-sulfonamide